ClC=1C=C(C=CC1)C1=CNC=2N=CN=C(C21)NCCCO 3-((5-(3-chlorophenyl)-7H-pyrrolo[2,3-d]pyrimidin-4-yl)amino)propan-1-ol